N-((1s,3s)-3-(6-((3-(4-(2-(2,6-dioxopiperidin-3-yl)-1,3-dioxoisoindolin-4-yl)piperazin-1-yl)benzyl)amino)-9H-purin-9-yl)cyclobutyl)-6-methylpicolinamide O=C1NC(CC[C@@H]1N1C(C2=CC=CC(=C2C1=O)N1CCN(CC1)C=1C=C(CNC2=C3N=CN(C3=NC=N2)C2CC(C2)NC(C2=NC(=CC=C2)C)=O)C=CC1)=O)=O